[Pd].C(C)(C)(C)P([C-]1C=CC=C1)C(C)(C)C.[C-]1(C=CC=C1)P(C(C)(C)C)C(C)(C)C.[Fe+2] 1,1'-bis(di-tert-butylphosphino)ferrocene palladium